FC=1C=C(C=C(C1)OC(F)(F)F)NC(=O)C1=CC=C2CCN(C2=C1)CC1=CN=C2N1C=CC=C2 N-(3-Fluoro-5-(trifluoromethoxy)phenyl)-1-(imidazo[1,2-a]pyridin-3-ylmethyl)indolin-6-carboxamid